ClC1=NC(=NC(=C1)C1=C(C(=CC=C1C)C)C)NS(=O)(=O)C=1C=C(C(=O)OC)C=CC1 Methyl 3-[[4-chloro-6-(2,3,6-trimethylphenyl)pyrimidin-2-yl]sulfamoyl]benzoate